N,N-diethyl-N-methylmethoxyethylammonium C(C)[NH+](CCOCC)CC